NC1=NC=CC2=CC=C(C=C12)C1=CC=C2CC(C(C2=C1)OC1=C(C=CC(=C1)OC)CC(=O)O)(C)C 2-(2-((6-(1-aminoisoquinolin-7-yl)-2,2-dimethyl-2,3-dihydro-1H-inden-1-yl)oxy)-4-methoxyphenyl)acetic acid